5,7-dichloro-1-isopropyl-3-methyl-pyrazolo[4,3-b]pyridine ClC1=CC(=C2C(=N1)C(=NN2C(C)C)C)Cl